C(C1=CC=CC=C1)NC(N(C1=NC=C(C=C1)C=1C=NN(C1)C)[C@@H]1CC[C@H](CC1)NC1=NC=C(C(=N1)C1=C(N=C(S1)C)C)C#N)=O 3-benzyl-1-(trans-4-((5-cyano-4-(2,4-dimethyl-1,3-thiazol-5-yl)pyrimidin-2-yl)amino)-cyclohexyl)-1-(5-(1-methyl-1H-pyrazol-4-yl)pyridin-2-yl)urea